C[C@@H]1CC[C@H]([C@@H](C1)OC(C(C)O)=O)C(C)C 2-hydroxypropionic acid [(1R,2S,5R)-5-methyl-2-prop-2-ylcyclohexyl] ester